C(#C)[C@@]12C(NC[C@H]2C1)=O (1R,5S)-1-ethynyl-3-azabicyclo[3.1.0]hexan-2-one